(2-methoxypyridin-4-yl)methyl methanesulfonate CS(=O)(=O)OCC1=CC(=NC=C1)OC